N-((5-cyclopropyl-1H-indazol-4-yl)methyl)-3-fluoro-4-(trifluoromethoxy)benzamide C1(CC1)C=1C(=C2C=NNC2=CC1)CNC(C1=CC(=C(C=C1)OC(F)(F)F)F)=O